(E)-3-(3-([1,1'-biphenyl]-3-yl)acryloyl)thiazolidin-2-one C1(=CC(=CC=C1)/C=C/C(=O)N1C(SCC1)=O)C1=CC=CC=C1